ClC1=C(C=CC2=C1OCCN2)C(=O)[O-] 8-chloro-3,4-dihydro-2H-benzo[b][1,4]oxazine-7-carboxylate